F[C@H]1CN(CC[C@H]1OC=1C=NC(=CC1)OC)C1=C(C=C(N=N1)C(=O)NCC1=CC=NC=C1)C 6-{(3S,4R)-3-fluoro-4-[(6-methoxypyridin-3-yl)oxy]piperidin-1-yl}-5-methyl-N-(pyridin-4-ylmethyl)pyridazine-3-carboxamide